NC1=NC=NC=2C3=C(\C(\C(C12)(C)C)=N/OC[C@@H]1CNC(O1)=O)C=C(C=C3)OCCO (5S)-5-[[(Z)-[4-amino-8-(2-hydroxyethoxy)-5,5-dimethyl-benzo[h]quinazolin-6-ylidene]amino]oxymethyl]oxazolidin-2-one